[(1S)-1-[1-(1-naphthyl)cyclopropyl] ethyl] (2S)-2-[(3-hydroxy-4-methoxy-pyridine-2-carbonyl)amino]-propanoate OC=1C(=NC=CC1OC)C(=O)N[C@H](C(=O)O[C@@H](C)C1(CC1)C1=CC=CC2=CC=CC=C12)C